2-PHENYLPYRIMIDINE-4-BORONIC ACID C1(=CC=CC=C1)C1=NC=CC(=N1)B(O)O